C1COCCN1C(=O)C2=CC=C(C=C2)Br 4-(morpholine-4-carbonyl)bromobenzene